N-({5-cyano-6-[(tetrahydro-2H-pyran-4-ylmethyl)amino]pyridin-3-yl}sulfonyl)-2-(1H-pyrrolo[2,3-b]pyridin-5-yloxy)benzamide C(#N)C=1C=C(C=NC1NCC1CCOCC1)S(=O)(=O)NC(C1=C(C=CC=C1)OC=1C=C2C(=NC1)NC=C2)=O